N'-((3R,4R,5S)-4-hydroxy-5-(10H-phenoxazin-10-yl)tetrahydro-2H-pyran-3-yl)-N-methyl-4-(trifluoromethoxy)benzenesulfonimidoamide O[C@H]1[C@@H](COC[C@@H]1N1C2=CC=CC=C2OC=2C=CC=CC12)N=S(=O)(NC)C1=CC=C(C=C1)OC(F)(F)F